N-(bis(4-(tributylsilyl)phenyl)phosphaneyl)-1-(dibenzo[b,d]furan-4-yl)-N-methyl-1-(4-(tributylsilyl)phenyl)phosphanamine C(CCC)[Si](C1=CC=C(C=C1)P(N(P(C1=CC=C(C=C1)[Si](CCCC)(CCCC)CCCC)C1=CC=CC2=C1OC1=C2C=CC=C1)C)C1=CC=C(C=C1)[Si](CCCC)(CCCC)CCCC)(CCCC)CCCC